C1CCC(=O)N(CC1)C(=O)C2=CC(=CC=C2)C(=O)N3CCCCCC3=O 1,1'-isophthaloylbiscaprolactam